1-[1-(diphenylmethyl)azetidin-3-yl]-1H-pyrazole-4-carboxamide C1(=CC=CC=C1)C(N1CC(C1)N1N=CC(=C1)C(=O)N)C1=CC=CC=C1